CC1(COB(OC1)C=1C=CC2=C(N(CS2)CCOC)C1)C 5-(5,5-Dimethyl-1,3,2-dioxaborinan-2-yl)-3-(2-methoxyethyl)-1,3-benzothiazol